N1=CNC(C2=C1COC2)=O 5,7-dihydro-3H-furano[3,4-d]pyrimidin-4-one